ClC1=C(C(N(C2=CC=C(N=C12)C)C)=O)C#N 4-chloro-1,6-dimethyl-2-oxo-1,5-naphthyridine-3-carbonitrile